N-(2,2-difluoroethyl)-4-(1-(5-(difluoromethyl)-1,3,4-thiadiazol-2-yl)-6-(N-(3-methyloxetan-3-yl)sulfamoyl)-1H-indazol-4-yl)-N-methylpiperazine-1-carboxamide FC(CN(C(=O)N1CCN(CC1)C1=C2C=NN(C2=CC(=C1)S(NC1(COC1)C)(=O)=O)C=1SC(=NN1)C(F)F)C)F